(4R)-glycyl-4-hydroxy-L-proline NCC(=O)N1[C@@H](C[C@H](C1)O)C(=O)O